4-((1R,5S)-3,8-diazabicyclo[3.2.1]octan-3-yl)-7-(2-cyclopropylphenyl)-8-fluoro-2-((2-fluorotetrahydro-1H-pyrrolizin-7a(5H)-yl)methoxy)pyrido[4,3-d]pyrimidine dihydrochloride Cl.Cl.[C@H]12CN(C[C@H](CC1)N2)C=2C1=C(N=C(N2)OCC23CCCN3CC(C2)F)C(=C(N=C1)C1=C(C=CC=C1)C1CC1)F